C(C(O)C)(=O)[O-].[Ag+] silver lactate salt